tert-butyl-5-((3-(2,6-bis(benzyloxy)pyridin-3-yl)-1-methyl-1H-indazol-6-yl)amino)octahydro-2H-isoindole-2-carboxylate C(C)(C)(C)OC(=O)N1CC2CCC(CC2C1)NC1=CC=C2C(=NN(C2=C1)C)C=1C(=NC(=CC1)OCC1=CC=CC=C1)OCC1=CC=CC=C1